ClC1=CC(=C(C=C1C)S(=O)(=O)NC1=CC(=CC=C1)C=1N(C=CN1)C)C 4-chloro-2,5-dimethyl-N-(3-(1-methyl-1H-imidazol-2-yl)phenyl)benzenesulfonamide